N[C@@H](C(=O)O)C(C)(C)S(=O)OCC (2S)-2-amino-3-ethoxysulfinyl-3-methylbutanoic acid